Plutonium (IV)-oxid [O-2].[Pu+4].[O-2]